FC=1C=C(C=CC1)NC(C)=O N-(3-fluorophenyl)acetamid